C(#N)C1=CC=C(C=C1)C=1N=C2C(=NC1)N=C(S2)NC(=O)C=2C=NC(=CC2C2=C(C(=NC=C2OC)C)F)C N-(6-(4-cyanophenyl)thiazolo[4,5-b]pyrazin-2-yl)-3'-fluoro-5'-methoxy-2',6-dimethyl-[4,4'-bipyridine]-3-carboxamide